(S)-2-(chloromethyl)-1-methylpyrroline ClCC=1N(CCC1)C